Cl.BrC1=C(C=C(C=C1)CN)F (4-Bromo-3-fluoro-phenyl)methanamine hydrochloride